3-acetyl-6-o-methylbenzoyl-N-ethylcarbazole C(C)(=O)C=1C=CC=2N(C3=CC=C(C=C3C2C1)C(C1=C(C=CC=C1)C)=O)CC